Cl.[C@H]12CC(C[C@H](CC1)N2)N(C=2SC=1N=C(SC1N2)C=2C=NC(=NC2)C=2C=NNC2)C N-[(1R,3s,5S)-8-Azabicyclo[3.2.1]octan-3-yl]-N-methyl-5-[2-(1H-pyrazol-4-yl)pyrimidin-5-yl][1,3]thiazolo[5,4-d][1,3]thiazol-2-amin Hydrochlorid